6,7-dimethoxy-2-methyl-N-[(1R)-1-(2'-propoxybi-phenyl-3-yl)-ethyl]quinazolin-4-amine COC=1C=C2C(=NC(=NC2=CC1OC)C)N[C@H](C)C=1C=C(C=CC1)C1=C(C=CC=C1)OCCC